FC1=C(C=CC(=N1)C(=O)NC)N1CCN(CC1)CC=1C(=C2NC(C(=NC2=C(C1)C#CC1=CC=CC=C1)C)=O)F 6-fluoro-5-(4-((5-fluoro-2-methyl-3-oxo-8-(2-phenylethynyl)-3,4-dihydroquinoxalin-6-yl)methyl)piperazin-1-yl)-N-methylpyridine-2-carboxamide